meta-Anisaldehyd C(C1=CC(=CC=C1)OC)=O